CN1N=CC(=C1C1=C(C=C(C=N1)NC([C@H](C1CCC(CC1)C)NC(=O)C1=CC=NN1C)=O)F)C N-((S)-2-((6-(1,4-dimethyl-1H-pyrazol-5-yl)-5-fluoropyridin-3-yl)amino)-1-((1r,4S)-4-methylcyclohexyl)-2-oxoethyl)-1-methyl-1H-pyrazole-5-carboxamide